Br.[N+]1(=NC=[N+](C2=C1C=CC=C2)[O-])[O-] benzo[e][1,2,4]triazine-1,4-dioxide hydrobromide